(+/-)-cis-3-fluoro-4-((3-(methylcarbamoyl)-7-(trifluoromethyl)thieno[3,2-b]pyridin-5-yl)oxy)pyrrolidine-1-carboxylic acid tert-butyl ester C(C)(C)(C)OC(=O)N1C[C@H]([C@H](C1)OC1=CC(=C2C(=N1)C(=CS2)C(NC)=O)C(F)(F)F)F |r|